3-trimethoxysilyl-propylmethacrylate CO[Si](CCCOC(C(=C)C)=O)(OC)OC